N-(32-(9Z,12Z-octadecadienoyloxy)-dotriacontanoyl)-eicosasphinganine C(C=CC=CCCCCCCCCCCCCC)(=O)OCCCCCCCCCCCCCCCCCCCCCCCCCCCCCCCC(=O)N[C@@H](CO)[C@H](O)CCCCCCCCCCCCCCCCC